BrCC(=O)C=1C=NN(C1)CCOC 2-bromo-1-(1-(2-methoxyethyl)-1H-pyrazol-4-yl)ethan-1-one